[Na+].SCCC(C(=O)[O-])CS 2-mercaptoethyl-3-mercaptopropionic acid sodium salt